NC=1N=C(C2=C(N1)C(=CS2)C(F)(F)F)C=2N=NN(C2)CC2=CC=CC(=N2)C(C)(C)O 2-(6-((4-(2-Amino-7-(trifluoromethyl)thieno[3,2-d]pyrimidin-4-yl)-1H-1,2,3-triazol-1-yl)methyl)pyridin-2-yl)propan-2-ol